C(C1=CC=CC=C1)O[C@@H]1[C@H](N(C([C@@H]1OCC1=CC=CC=C1)=O)C(=O)OCCCC)COCC1=CC=CC=C1 r-butyl (2R,3R,4R)-3,4-bis(benzyloxy)-2-((benzyloxy)methyl)-5-oxopyrrolidine-1-carboxylate